BrC=1C(=NC(=NC1)Cl)NCC1=CC(=C(C=C1)C=1N(C=C(N1)C(F)(F)F)C)F 5-Bromo-2-chloro-N-(3-fluoro-4-(1-methyl-4-(trifluoromethyl)-1H-imidazol-2-yl)benzyl)pyrimidine-4-Amine